BrC=1C=CC=C2C=CC=C(C12)C1=CC=C(C(=O)N[C@H](C)C2=CC=CC=C2)C=C1 (R)-4-(8-bromonaphthalen-1-yl)-N-(1-phenylethyl)benzamide